2-[6-[1-(hydroxymethyl)-6-azabicyclo[3.2.1]octan-6-yl]pyridazin-3-yl]-3,5-dimethyl-phenol OCC12CCCC(N(C1)C1=CC=C(N=N1)C1=C(C=C(C=C1C)C)O)C2